6-(3,4-dimethoxyphenyl)-2-(2-oxo-2-(pyrrolidin-1-yl)ethyl)pyridazin-3(2H)-one COC=1C=C(C=CC1OC)C=1C=CC(N(N1)CC(N1CCCC1)=O)=O